NC1=NC=2C=CC(=CC2C2=C1[C@H](OC2)C)C(=O)N2[C@H](COCC2)C2=CC=C(C=C2)S(F)(F)(F)(F)F ((3R)-4-amino-3-methyl-1,3-dihydrofuro[3,4-c]quinolin-8-yl)((3S)-3-(4-(pentafluoro-lambda~6~-sulfanyl)phenyl)-4-morpholinyl)methanone